23-methyl-5,9-tetracosadienoic acid CC(CCCCCCCCCCCCC=CCCC=CCCCC(=O)O)C